ClC1=CC=NC2=C(N=CC=C12)NC 4-chloro-N-methyl-1,7-naphthyridin-8-amine